C(C)(C)(C)N1CC(CC1)NC(C1=CC(=NC=C1)N1C=NC=C1)=O N-(1-(tert-butyl)pyrrolidin-3-yl)-2-(1H-imidazol-1-yl)isonicotinamide